8-chloro-3-(2,3-dichlorophenyl)-[1,2,4]triazolo[4,3-a]pyrazine ClC=1C=2N(C=CN1)C(=NN2)C2=C(C(=CC=C2)Cl)Cl